((9-methyl-6-(4-(trifluoromethyl)piperidin-1-yl)-9H-purin-2-yl)methyl)carbamic acid tert-butyl ester C(C)(C)(C)OC(NCC1=NC(=C2N=CN(C2=N1)C)N1CCC(CC1)C(F)(F)F)=O